CC(C)(C1=CC(=C(C=C1)O)C(C)C)C1=CC(=C(C=C1)O)C(C)C 4,4'-(1-Methylethyliden)bis[2-(1-Methylethyl)phenol]